4-(4-(but-2-ynoyl)piperazin-1-yl)-5-fluoro-2,3-dimethyl-1H-indole-7-carboxamide C(C#CC)(=O)N1CCN(CC1)C1=C2C(=C(NC2=C(C=C1F)C(=O)N)C)C